C(C)C1=C(C=C(C(=C1)O)F)C1=CC=C2C(=NNC2=C1)C1=NC2=C(N1)CN(C2)C(=O)NC 2-(6-(2-ethyl-5-fluoro-4-hydroxyphenyl)-1H-indazol-3-yl)-N-methyl-4,6-dihydropyrrolo[3,4-d]imidazol-5(1H)-carboxamide